(R)-1-methoxy-N-((6-(trifluoromethyl)pyridazin-3-yl)methyl)propan-2-amine COC[C@@H](C)NCC=1N=NC(=CC1)C(F)(F)F